methyl (E)-N6-benzoyl-N2-(2-methylbut-2-enoyl)lysinate C(C1=CC=CC=C1)(=O)NCCCC[C@H](NC(\C(=C\C)\C)=O)C(=O)OC